COC=1C=C(C=CC1OC)C1=NC2=C(N1C1CC(C1)C(NC)=O)C=C(C=C2)C(=O)NCCCN2CCN(CC2)C2=C(C(=CC=C2)C)C 2-(3,4-dimethoxyphenyl)-N-(3-(4-(2,3-dimethylphenyl)piperazin-1-yl)propyl)-1-(3-(methylcarbamoyl)cyclobutyl)-1H-benzo[d]imidazole-6-carboxamide